4-(difluoromethyl)-1-[(cis)-3-hydroxy-3-methylcyclobutyl]-6-(4,4,5,5-tetramethyl-1,3,2-dioxaborolan-2-yl)-1,2-dihydro-1,8-naphthyridin-2-one FC(C1=CC(N(C2=NC=C(C=C12)B1OC(C(O1)(C)C)(C)C)C1CC(C1)(C)O)=O)F